C(CC)OC\C(\C)=C/CCC(C)CC=O propoxycitronellal